N1C=NC=C1.NC(C(=O)O)CCCCC aminoheptanoic acid imidazole salt